5-naphthaloyl chloride C1=CC=CC=2C(=CC=CC12)C(=O)Cl